(4S,11S,15S)-4-benzyl-1-(4-((S)-3-tert-butoxy-2-(2-(2-iodobenzoylamino)acetylamino)-3-oxopropyl)phenoxy)-2,5,13-trioxo-3,6,12,14-tetraazaheptadecane C(C1=CC=CC=C1)[C@H](NC(COC1=CC=C(C=C1)C[C@@H](C(=O)OC(C)(C)C)NC(CNC(C1=C(C=CC=C1)I)=O)=O)=O)C(NCCCCCNC(NCCC)=O)=O